CC=1C(C(CC(C1)C1C(C(=CC1)C)(C)C)C)O 2,6-dimethyl-4-(2,2,3-trimethylcyclopent-3-en-1-yl)cyclohex-2-en-1-ol